2-[5-oxo-7-(p-toluenesulfonyloxy)thiazolo[3,2-a]pyrimidin-2-yl]-2,8-diazaspiro[4.5]decane-8-carboxylic acid tert-butyl ester C(C)(C)(C)OC(=O)N1CCC2(CCN(C2)C2=CN3C(=NC(=CC3=O)OS(=O)(=O)C3=CC=C(C)C=C3)S2)CC1